(4-(1-ethylpiperidin-4-yl)phenyl)boronic acid hydrobromide salt Br.C(C)N1CCC(CC1)C1=CC=C(C=C1)B(O)O